N,N-dimethyl-2-(2-phenyl-3,5-dihydroimidazo[4,5-b]carbazol-10-yloxy)ethanamine CN(CCOC1=C2C(=CC=3NC=4C=CC=CC4C13)NC(=N2)C2=CC=CC=C2)C